COC=1C(=C2C=CN(C2=C(C1)C)C(=O)OC(C)(C)C)CN1CC=2N(CC1C1=CC=C(C=C1)C(=O)OC)N=CC2 tert-Butyl 5-methoxy-4-((6-(4-(methoxycarbonyl)phenyl)-6,7-dihydropyrazolo[1,5-a]pyrazin-5(4H)-yl)methyl)-7-methyl-1H-indole-1-carboxylate